N1C[C@@H](CCC1)SC1=C2C(=C(N=N1)C1=C(C=C(C=C1)C(F)(F)F)O)C=NC=C2 (R)-2-(1-(piperidin-3-ylthio)pyrido[3,4-d]pyridazin-4-yl)-5-(trifluoromethyl)phenol